6-chloro-7-fluoro-3-(4-methylsulfanylpyrimidin-2-yl)imidazo[1,2-a]pyridine ClC=1C(=CC=2N(C1)C(=CN2)C2=NC=CC(=N2)SC)F